7-[(1s,2s,3s,5r)-2-[(1E)-3,3-difluoro-4-phenoxy-1-buten-1-yl]-3,5-dihydroxycyclopentyl]-5-heptenoic acid isopropyl ester C(C)(C)OC(CCCC=CC[C@H]1[C@@H]([C@H](C[C@H]1O)O)\C=C\C(COC1=CC=CC=C1)(F)F)=O